(5-(5-fluoro-4,6-bis(methyl-d3)pyrimidin-2-yl)-3,3a,4,6a-tetrahydrocyclopenta[c]pyrrol-2(1H)-yl)(6-methoxy-4-(2H-1,2,3-triazol-2-yl)pyridin-3-yl)methanone FC=1C(=NC(=NC1C([2H])([2H])[2H])C=1CC2C(CN(C2)C(=O)C=2C=NC(=CC2N2N=CC=N2)OC)C1)C([2H])([2H])[2H]